cyclopentadienyl-trimethylethylaminohafnium C1(C=CC=C1)N(CC)[Hf](C)(C)C